O[C@@H](CCCCC/C=C/C(=O)O)C (2E,9R)-9-hydroxy-2-decenoic acid